C1(CCCCCCCCCCC1)(C1=CC=C(C=C1)O)C1=CC=C(C=C1)O 4,4'-(cyclododecane-1,1-diyl)diphenol